perfluoroterephthalonitrile FC1=C(C#N)C(=C(C(=C1F)C#N)F)F